C(C1=CC=CC=C1)[N+](C)(C)C.NC1=C(C(=O)[O-])C=CC=C1 aminobenzoic acid benzyl-trimethyl-ammonium salt